CN(CC(C)C=1SC2=C(N1)C=C(C=C2)[C@@H]2N(C[C@H](CC2)C)C(C(=O)NC=2C1=C(C=NC2)C=NN1COCC[Si](C)(C)C)=O)C 2-((2R,5S)-2-(2-(1-(dimethylamino)propan-2-yl)benzo[d]thiazol-5-yl)-5-methylpiperidin-1-yl)-2-oxo-N-(1-((2-(trimethylsilyl)ethoxy)methyl)-1H-pyrazolo[4,3-c]pyridin-7-yl)acetamide